C(C)(=O)[C@]([C@](C(=O)C(C)=O)(O)C(C)=O)(O)[C@H](O)[C@H](O)CO Triacetyl-D-Glucose